O[C@H]1[C@H](OC([C@@H]([C@H]1O)OC)(C)C)OC=1C=CC(=C(C1)C1=CC(=CC=C1)F)CCNC(C)=O N-(2-(5-(((2S,3R,4S,5R)-3,4-dihydroxy-5-methoxy-6,6-dimethyltetra-hydro-2H-pyran-2-yl)oxy)-3'-fluoro-[1,1'-biphenyl]-2-yl)ethyl)-acetamide